(S)-1-cyano-N-(1-(4-cyano-3-methoxyphenyl)-1H-imidazol-4-yl)pyrrolidine-3-carboxamide C(#N)N1C[C@H](CC1)C(=O)NC=1N=CN(C1)C1=CC(=C(C=C1)C#N)OC